BrC1=CC=C(C=CC=2C(=C(C3=CC=CC=C3C2)C2=C(C=CC3=CC=CC=C23)OCOC)OCOC)C=C1 3-(4-bromostyryl)-2,2'-bis(methoxymethoxy)-1,1'-binaphthyl